CC1CCCC(C1)(C)C 3,5,5-trimethylcyclohexan